OCCCC#CC1=CC=C2CN(C(C2=C1)=C=O)C1C(NC(CC1)=O)=O 3-(6-(5-hydroxypent-1-yn-1-yl)-1-carbonylisoindolin-2-yl)piperidine-2,6-dione